CC1=NC(=NC(=C1)N1[C@H](CCCCC1)C1=C(C=CC=C1)C)N |r| (+/-)-4-methyl-6-(2-(2-(methyl)phenyl)azepan-1-yl)pyrimidin-2-amine